2,2-dimethyl-1-(5-phenyl-1H-indol-1-yl)propan-1-one CC(C(=O)N1C=CC2=CC(=CC=C12)C1=CC=CC=C1)(C)C